NC=1C(=NC(=CN1)C1=CC(=C2CCN(CC2=C1)C)NC)OCC1=CC(=NC=C1)NC(OC(C)(C)C)=O tert-butyl 4-((3-amino-6-(2-methyl-5-(methylamino)-1,2,3,4-tetrahydroisoquinolin-7-yl)pyrazin-2-yloxy)methyl)pyridin-2-ylcarbamate